C(CNC(=O)C1=CC=CC=C1)(=O)O.[N+](=O)([O-])C1=C(C=CC=C1)N1C(=CC=C1)C=CC=NN\C(=N\[H])\N (E)-N-[1-(2-nitrophenyl)-1H-pyrrol-2-yl-allylidenamino]-guanidine hippurate